N1N=CC=C1C(=O)[O-] Pyrazole-5(1H)-carboxylate